N-({5-chloro-6-[5-(dimethylamino)-6-fluoro-2-pyridyl]-2-indolyl}methyl)acetamide ClC=1C=C2C=C(NC2=CC1C1=NC(=C(C=C1)N(C)C)F)CNC(C)=O